ClC=1C(=NC(=NC1)NC=1C(=NN(C1)C1CCN(CC1)C(C)C)CC)NCCCN1C(OCCC1)=O 3-(3-((5-chloro-2-((3-ethyl-1-(1-isopropylpiperidin-4-yl)-1H-pyrazol-4-yl)amino)pyrimidin-4-yl)amino)propyl)-1,3-oxazinan-2-one